6-hydroxy-4-methylheptyl heptyloxymethyl ether C(CCCCCC)OCOCCCC(CC(C)O)C